4-bromo-N1-((trans)-4-ethoxycyclohexyl)benzene-1,2-diamine BrC=1C=C(C(=CC1)N[C@@H]1CC[C@H](CC1)OCC)N